C(C1=CC=CC=C1)OCCN1C(C=2N(CCC13CC3)N=C3C2CN(CC3)C(=O)OC(C)(C)C)=O tert-butyl 10'-(2-(benzyloxy)ethyl)-11'-oxo-3',4',7',8',10',11'-hexahydrospiro[cyclopropane-1,9'-pyrido[4',3':3,4]pyrazolo[1,5-a][1,4]diazepine]-2'(1'H)-carboxylate